6-((R)-3-(2,3-difluorophenyl)isoxazolidin-2-yl)-N-(3-(1-methyl-1H-pyrazol-4-yl)-5-((2R,3S)-2-methyl-3-((methylsulfonyl)methyl)azetidin-1-yl)-4-morpholinophenyl)pyrimidin-4-amine FC1=C(C=CC=C1F)[C@@H]1N(OCC1)C1=CC(=NC=N1)NC1=CC(=C(C(=C1)N1[C@@H]([C@H](C1)CS(=O)(=O)C)C)N1CCOCC1)C=1C=NN(C1)C